ClC1=CC=C2C(=N1)C1(C(N2CC(=O)OC)=O)CCC(CC1)O methyl 2-((1r,4r)-5'-chloro-4-hydroxy-2'-oxospiro[cyclohexane-1,3'-pyrrolo[3,2-b]pyridin]-1'(2'H)-yl)acetate